1,3-Dimethylimidazolium trifluoromethan-sulfonat FC(S(=O)(=O)[O-])(F)F.CN1C=[N+](C=C1)C